C(C)(C)(C)OC(=O)N1C(CCC1)CN1C=C(C2=C1N=CN=C2Cl)I 2-((4-chloro-5-iodo-7H-pyrrolo[2,3-d]pyrimidin-7-yl)methyl)pyrrolidine-1-carboxylic acid tert-butyl ester